N[C@@H]1CN(C[C@@H](C1)C)C1=NC=C(C(=N1)NC=1C=C(C2=C(NC(N2C)=O)C1)OCCCl)Cl 6-[[2-[(3S,5R)-3-amino-5-methyl-1-piperidyl]-5-chloro-pyrimidin-4-yl]amino]-4-(2-chloroethoxy)-3-methyl-1H-benzimidazol-2-one